B(O)(O)O.[OH-].[Li+] lithium hydroxide borate